C(CC)C(CO)CCCCC D-2-propyl-heptanol